5-(2,8-diazaspiro[3.5]nonan-2-yl)-5-[4-[4-(trifluoromethoxy)phenoxy]phenyl]hexahydropyrimidine-2,4,6-trione C1N(CC12CCCNC2)C2(C(NC(NC2=O)=O)=O)C2=CC=C(C=C2)OC2=CC=C(C=C2)OC(F)(F)F